((2-amino-4-bromophenyl)amino)-N-methylacetamide NC1=C(C=CC(=C1)Br)NCC(=O)NC